(1-methyl-6-((5-((4-(trifluoromethyl)phenyl)ethynyl)pyrazin-2-yl)oxy)-1H-indol-2-yl)(4-(4-(2,2,2-trifluoroethoxy)benzyl)piperazin-1-yl)methanone CN1C(=CC2=CC=C(C=C12)OC1=NC=C(N=C1)C#CC1=CC=C(C=C1)C(F)(F)F)C(=O)N1CCN(CC1)CC1=CC=C(C=C1)OCC(F)(F)F